FC1=C(C=C(C(=C1)F)C1=NC=NC2=CC(=CC=C12)N1CCOCC1)C(O)C=1N=NC=C2C1OC=C2 [2,4-Difluoro-5-(7-morpholin-4-yl-quinazolin-4-yl)-phenyl]furo[2,3-d]-pyridazin-7-yl-methanol